N-[5-(1H-Benzimidazol-2-yl)-1-methyl-pyrazol-3-yl]-6-chloro-pyridine-3-carboxamide N1C(=NC2=C1C=CC=C2)C2=CC(=NN2C)NC(=O)C=2C=NC(=CC2)Cl